(2-((2-methylallyl)oxy)propoxy)benzene CC(COC(COC1=CC=CC=C1)C)=C